CP(=O)(C)C1=C(C=CC=C1)NC1=NC(=NC=C1C(F)(F)F)NC1=C(C=C(C(=O)O)C=C1)C 4-((4-((2-(dimethylphosphoryl)phenyl)amino)-5-(trifluoromethyl)pyrimidin-2-yl)amino)-3-(Methyl)benzoic acid